S(C)(=O)(=O)O.C(C1=CC=CO1)NC1=C2NC=NC2=NC=N1 6-furfurylaminopurine mesylate